Cl.Cl.C(COCCOC1=C(C(=NC=C1)CO)C)OCCOC1=C(C(=NC=C1)CO)C ((((ethane-1,2-diylbis(oxy))bis(ethane-2,1-diyl))bis(oxy))bis(3-methylpyridine-4,2-diyl))dimethanol bis-hydrochloride salt